4,5,6,7-tetrahydroindenyl-cyclopentadienyl-zirconium C1(C=CC=2CCCCC12)[Zr]C1C=CC=C1